N1=CC=NC2=CC(=CC=C12)NC(C(CCOC)N1C(C=C(C(=C1)OC)C1=C(C=CC(=C1)Cl)N1C=NC(=C1)Cl)=O)=O N-(quinoxalin-6-yl)-2-{4-[5-chloro-2-(4-chloro-1H-imidazol-1-yl)phenyl]-5-methoxy-2-oxopyridin-1(2H)-yl}-4-methoxybutyramide